CC1=NC=2C(=NC=C(C2)C=2C=C3C(=C(C=NC3=CC2)C#N)NC(C)C2=CC=CC=C2)N1 6-(2-methyl-3H-imidazo[4,5-b]pyridin-6-yl)-4-((1-phenylethyl)amino)quinoline-3-carbonitrile